C(=C)C1=C(N=C2N1C=CC=C2N[C@H]2[C@H](CN(CC2)C)F)C#CC (3S,4R)-N-[3-ethenyl-2-(prop-1-yn-1-yl)imidazo[1,2-a]pyridin-8-yl]-3-fluoro-1-methylpiperidin-4-amine